NC1=CC=C(N=N1)C1CCN(CC1)C(=O)C1=NC=C(C(=C1)OC)OC1CCCCC1 [4-(6-Amino-pyridazin-3-yl)-piperidin-1-yl]-(5-cyclohexyloxy-4-methoxy-pyridin-2-yl)-methanone